6-[5-({1-[(2E)-2-(aminomethyl)-3-fluoroprop-2-en-1-yl]-5-oxo-1,5-dihydro-4H-1,2,4-triazol-4-yl}methyl)thiophen-2-yl]-2H-1,4-benzoxazin-3(4H)-one hydrochloride Cl.NC/C(/CN1N=CN(C1=O)CC1=CC=C(S1)C=1C=CC2=C(NC(CO2)=O)C1)=C\F